2-pentadecanone CC(CCCCCCCCCCCCC)=O